C(C)N1N=C(C2=CC=CC=C12)C(=O)C1=CC=C(C=C1)OC (1-ethyl-1H-indazol-3-yl)(4-methoxyphenyl)methanone